C(CC(=O)C)(=O)OC(C(C)(C)C)OC(C=C)=O acryloyloxy-2,2-dimethylpropyl acetoacetate